[C@@H]12[C@H]([C@H]([C@@H](CC1)C2)C(=O)[O-])C(=O)[O-].[Na+].[Na+] disodium (1R,2R,3S,4S)-bicyclo[2.2.1]heptane-2,3-dicarboxylate